6-Chloro-N-[6-(difluoromethoxy)-2-methoxy-3-pyridinyl]-1H-pyrrolo[2,3-b]pyridine-3-sulfonamide ClC1=CC=C2C(=N1)NC=C2S(=O)(=O)NC=2C(=NC(=CC2)OC(F)F)OC